allenyl ether C(=C=C)OC=C=C